[N+](=O)([O-])C1=CC=C(C=N1)C=1CCNCC1 6-nitro-1',2',3',6'-tetrahydro-3,4'-bipyridine